(S)-tert-Butyl 4-(6-chloro-7-(2-fluorophenyl)-1-(5-isopropylpyrimidin-4-yl)-2-oxo-1,2-dihydropyrido[2,3-d]pyrimidin-4-yl)-3-methylpiperazine-1-carboxylate ClC1=CC2=C(N(C(N=C2N2[C@H](CN(CC2)C(=O)OC(C)(C)C)C)=O)C2=NC=NC=C2C(C)C)N=C1C1=C(C=CC=C1)F